2,4-di(benzhydryl)-6-isopropylaniline C(C1=CC=CC=C1)(C1=CC=CC=C1)C1=C(N)C(=CC(=C1)C(C1=CC=CC=C1)C1=CC=CC=C1)C(C)C